Cl.Cl.BrC=1C=CC=2N(C3=CC=C(C=C3C2C1)Br)C[C@@H](CN1CCN(CC1)CCOCCC(=O)O)O (R)-3-(2-(4-(3-(3,6-dibromo-9H-carbazol-9-yl)-2-hydroxypropyl)piperazin-1-yl)ethoxy)propanoic acid dihydrochloride